ClC[C@@]1([C@@]([C@H](CC1)CC1=CC=C(C=C1)F)(O)CN1N=CN=C1)C (1R,2S,5R)-2-(chloromethyl)-5-(4-fluorobenzyl)-2-methyl-1-(1H-1,2,4-triazol-1-ylmethyl)cyclopentan-1-ol